BrC1=NN(C=N1)C 3-bromo-1-methyl-1,2,4-triazole